Tert-butyl N-[[(2R)-4-[3-[1-(2,6-dioxo-3-piperidyl)-3-methyl-2-oxo-benzimidazol-4-yl]prop-2-ynyl]morpholin-2-yl]methyl]-N-methyl-carbamate O=C1NC(CCC1N1C(N(C2=C1C=CC=C2C#CCN2C[C@@H](OCC2)CN(C(OC(C)(C)C)=O)C)C)=O)=O